COC1=C(C=C2C(=NC(=NC2=C1)C)N[C@H](C)C=1C(=C(C#N)C=CC1)C)N1CCC2(CCOCC2)CC1 (R)-3-(1-((7-methoxy-2-methyl-6-(3-oxa-9-azaspiro[5.5]undecan-9-yl)quinazoline-4-yl)amino)ethyl)-2-methylbenzonitrile